C(CCC)(=O)[O-].C(CCC)(=O)[O-].C(CCC)(=O)[O-].[Bi+3] bismuth trisbutanoate